N-(5-((1s,3s)-3-(((4-isopropylpyridazin-3-yl)oxy)methyl)cyclobutyl)-1H-pyrazol-3-yl)-2-(3-methylisoxazol-5-yl)acetamide C(C)(C)C1=C(N=NC=C1)OCC1CC(C1)C1=CC(=NN1)NC(CC1=CC(=NO1)C)=O